OC1(CCN(CC1)C(C[C@@H](C)C1=CC=CC=C1)=O)CN1C(C=C(C(=C1)C(=O)N1CCC2(OCCO2)CC1)C1=CC=CC=C1)=O (R)-1-((4-hydroxy-1-(3-phenylbutyryl)piperidin-4-yl)methyl)-4-phenyl-5-(1,4-dioxa-8-azaspiro[4.5]decane-8-carbonyl)pyridin-2(1H)-one